ClC=1C=C(OC2=NC=NC3=CC=C4C(=C23)OCCN4)C=CC1OCC1=CC(=CC=C1)F 10-(3-chloro-4-(3-fluorobenzyloxy)phenoxy)-3,4-dihydro-2H-[1,4]oxazino[2,3-f]quinazoline